BrC1=NN2C(OC3(CC3)CC2)=C1C(=O)OCC Ethyl 2-bromospiro[6,7-dihydropyrazolo[5,1-b][1,3]oxazine-5,1'-cyclopropane]-3-carboxylate